C(C)(C)(CCCC)O t-heptyl alcohol